3-amino-4-(7-chloro-1H-indazol-4-yl)-6-(1-hydroxyethyl)-1H-quinolin-2-one NC=1C(NC2=CC=C(C=C2C1C1=C2C=NNC2=C(C=C1)Cl)C(C)O)=O